2-chloro-5-(cyclopropylmethoxy)pyrimidine ClC1=NC=C(C=N1)OCC1CC1